2-(2-chloro-6-fluoro-phenyl)-5-[4-(morpholine-4-carbonyl)-phenylamino]-oxazole-4-carboxylic acid amide ClC1=C(C(=CC=C1)F)C=1OC(=C(N1)C(=O)N)NC1=CC=C(C=C1)C(=O)N1CCOCC1